N-(2-aminoethyl)-2-(cyclooct-2-yn-1-yloxy)acetamide NCCNC(COC1C#CCCCCC1)=O